1-methylethylamine hydrogen iodide I.CC(C)N